FC1=C(CC=2C=CC3=C(NC4=CC=CC=C34)N2)C=CC=C1 (2-Fluorobenzyl)-9H-pyrido[2,3-b]indole